NC1=NC=2N(C=C1)N=C(C2C2=CC(=NC(=C2)C)C)C=2C=C(C#N)C=CC2 3-[5-amino-3-(2,6-dimethyl-4-pyridinyl)pyrazolo[1,5-a]pyrimidin-2-yl]benzonitrile